BrC1=CC=C2C(=N1)NC(=N2)[C@@H]2N(CCCC2)C |r| (rac)-5-Bromo-2-(1-methylpiperidin-2-yl)-3H-imidazo[4,5-b]pyridine